1-((2R,4R)-4-(4-((2-fluoro-5-methyl-4-((1-methyl-1H-benzo[d]imidazol-5-yl)oxy)phenyl)amino)pyrido[3,2-d]pyrimidin-6-yl)-2-methylpyrrolidin-1-yl)prop-2-en-1-one FC1=C(C=C(C(=C1)OC1=CC2=C(N(C=N2)C)C=C1)C)NC=1C2=C(N=CN1)C=CC(=N2)[C@@H]2C[C@H](N(C2)C(C=C)=O)C